C1=CC(=C(C(=C1)[N+](=O)[O-])O)[N+](=O)[O-] β-Dinitrophenol